2-azaadamantaneN C12=NC3CC(CC(C1)C3)C2